BrC1=CC(=C(C(=C1)Br)NC(=O)C=1N(N=C(C1)C(F)(F)F)C1=NC=CC=C1Cl)C(N=S(CC)CC)=O N-[4,6-di-bromo-2-[(diethyl-lambda4-sulfanylidene)carbamoyl]-phenyl]-2-(3-chloro-2-pyridyl)-5-(tri-fluoromethyl)pyrazole-3-carboxamide